8-(1-aminoethyl)-5-methyl-2-morpholino-quinoline-4-carbonitrile NC(C)C=1C=CC(=C2C(=CC(=NC12)N1CCOCC1)C#N)C